CN1[C@@H]2CN([C@H](C1)C2)C2=NC=CC(=N2)NC2=CC1=C(C=N2)SC(=N1)C1=CC(=NC=C1)C(C)(C)O 2-{4-[6-({2-[(1S,4S)-5-Methyl-2,5-diazabicyclo[2.2.1]heptan-2-yl]pyrimidin-4-yl}amino)-[1,3]thiazolo[5,4-c]pyridin-2-yl]pyridin-2-yl}propan-2-ol